N-(2,2-difluoroethyl)-7,9-difluoro-N-(3-fluoro-5-((1-methylcyclopropyl)ethynyl)phenyl)-[1,2,4]triazolo[4,3-a]quinazolin-5-amine FC(CN(C1=NC=2N(C3=C(C=C(C=C13)F)F)C=NN2)C2=CC(=CC(=C2)C#CC2(CC2)C)F)F